6-methoxy-1-oxoisoindole-2-carboxylic acid tert-butyl ester C(C)(C)(C)OC(=O)N1C(C2=CC(=CC=C2C1)OC)=O